5-((1-(3-Morpholinophenyl)-1H-indazol-6-yl)oxy)-5,6,7,8-tetrahydronaphthalene-2-carbonitrile O1CCN(CC1)C=1C=C(C=CC1)N1N=CC2=CC=C(C=C12)OC1C=2C=CC(=CC2CCC1)C#N